CN1C(=NC2=C(C=C(C=C2C1=O)C)[C@@H](C)N[S@](=O)C(C)(C)C)C1=CC=NN1C (R)-N-((R)-1-(3,6-dimethyl-2-(1-methyl-1H-pyrazol-5-yl)-4-oxo-3,4-dihydroquinazolin-8-yl)ethyl)-2-methylpropane-2-sulfinamide